C1(CCC1)[C@@H](C)NC(=O)[C@@H]1CN(CC[C@H]1NC(=O)C=1N=NN(C1)C1=C(C=C(C=C1)F)F)C1C(CCC1)C (3R,4R)-4-{[1-(2,4-difluoro-phenyl)-1H-[1,2,3]triazole-4-carbonyl]-amino}-1-(2-methyl-cyclopentyl)-piperidine-3-carboxylic acid ((R)-1-cyclobutyl-ethyl)-amide